N[C@H]1CN(CCC1)C(=O)C=1C=CC=2N(C1)N=C(C2C)C=2N(C1=C(C=CC=C1C2)C2CCN(CC2)C(COC)=O)CC2CC2 (R)-1-(4-(2-(6-(3-aminopiperidine-1-carbonyl)-3-methylpyrazolo[1,5-a]pyridin-2-yl)-1-(cyclopropylmethyl)-1H-indol-7-yl)piperidin-1-yl)-2-methoxyethan-1-one